tert-butyl (2S,6S)-4-{8-fluoro-2-[6-(methoxymethoxy)-2-methylindazol-5-yl]quinolin-6-yl}-2,6-dimethylpiperazine-1-carboxylate FC=1C=C(C=C2C=CC(=NC12)C1=CC2=CN(N=C2C=C1OCOC)C)N1C[C@@H](N([C@H](C1)C)C(=O)OC(C)(C)C)C